NC1=C2N=CNC2=NC(=N1)[C@@H]1[C@@H]([C@@H]([C@H](O1)C(=O)NCCCN)O)O (2S,3S,4R,5R)-5-(6-amino-9H-purinyl)-N-(3-aminopropyl)-3,4-dihydroxytetrahydrofuran-2-carboxamide